C(=O)[O-].C(C)[NH+]1CCN(CC1)C=1C=NC(=CC1)[NH2+]C1=NC=CC(=N1)C1=CN=C2N1C=CC=C2.C(=O)[O-] 1-ethyl-4-(6-((4-(imidazolo[1,2-a]pyridin-3-yl)pyrimidin-2-yl)ammonio)pyridin-3-yl)piperazin-1-ium formate